lithium (propanedioate) phosphate P(=O)([O-])(O)O.C(CC(=O)O)(=O)O.[Li+]